2-(chloromethyl)-1-fluoro-4-(2,2,2-trifluoroethoxy)benzene ClCC1=C(C=CC(=C1)OCC(F)(F)F)F